2-Chloro-8-(trifluoromethyl)quinoline-4-carboxylic acid ClC1=NC2=C(C=CC=C2C(=C1)C(=O)O)C(F)(F)F